(cyclopropylmethyl)isoxazole-3-carboxamide C1(CC1)CC=1C(=NOC1)C(=O)N